1-(4-aminophenyl)azetidin-3-ol NC1=CC=C(C=C1)N1CC(C1)O